CN(CC(=O)N1CCN(CC1)C1=NC=C(C=C1)C1=CC=C2C(=C(NC2=C1)C1=CC(=NC(=C1)C)C)C)C 2-(dimethylamino)-1-(4-(5-(2-(2,6-dimethylpyridin-4-yl)-3-methyl-1H-indol-6-yl)pyridin-2-yl)piperazin-1-yl)ethan-1-one